N1-((3-cyclohexyl-5,6-dihydro-4H-pyrrolo[1,2-b]pyrazol-2-yl)-methyl)-N1,N2-dimethylethane-1,2-diamine C1(CCCCC1)C1=C2N(N=C1CN(CCNC)C)CCC2